C(=N)NN Formamidrazon